The molecule is a 2,3-dihydro-3-hydroxyanthranilic acid zwitterion, obtained by transfer of a proton from the carboxylic acid group to the amino group of (2R,3R)-2,3-dihydro-3-hydroxyanthranilic acid. It is an enantiomer of a (2S,3S)-2,3-dihydro-3-hydroxyanthranilic acid zwitterion. It is a tautomer of a (2R,3R)-2,3-dihydro-3-hydroxyanthranilic acid. C1=C[C@H]([C@@H](C(=C1)C(=O)[O-])[NH3+])O